5-(pentan-2-yl)-2H-pyrazolo[3,4-b]pyridin CC(CCC)C1=CC=2C(N=C1)=NNC2